3-(3,5-dimethyl-1H-pyrazol-1-yl)-N-({1-oxo-2-[(pyridin-3-yl)methyl]-1H,2H,3H,4H-pyrrolo[1,2-a]pyrazin-3-yl}methyl)propionamide CC1=NN(C(=C1)C)CCC(=O)NCC1N(C(C=2N(C1)C=CC2)=O)CC=2C=NC=CC2